4-Benzyl-5-(4-((7-(2-(dimethylamino)acetamido)-4-oxoquinazolin-3(4H)-yl)methyl)-4-hydroxypiperidin-1-yl)-5-oxopentylcarbamic acid tert-butyl ester C(C)(C)(C)OC(NCCCC(C(=O)N1CCC(CC1)(O)CN1C=NC2=CC(=CC=C2C1=O)NC(CN(C)C)=O)CC1=CC=CC=C1)=O